2-(naphthalen-1-yl)-3-[4-(10-phenylanthracen-9-yl)phenyl]-1-benzofuran C1(=CC=CC2=CC=CC=C12)C=1OC2=C(C1C1=CC=C(C=C1)C=1C3=CC=CC=C3C(=C3C=CC=CC13)C1=CC=CC=C1)C=CC=C2